C12=C(C(=C3C(=C1Br)C(=O)OC3=O)Br)C(=O)OC2=O dibromopyromellitic dianhydride